ClC(C(F)(F)F)(C(F)(F)Cl)Cl 2,2,3-trichloro-1,1,1,3,3-pentafluoropropane